C1(CC1)C(C(C(=O)NC1=CC=C(C=C1)C=1C(=NNC1C)C)C1=NN=C(N1)C=1N(N=CC1)CC)C1CC1 3,3-dicyclopropyl-N-[4-(3,5-dimethyl-1H-pyrazol-4-yl)phenyl]-2-[5-(2-ethylpyrazol-3-yl)-4H-1,2,4-triazol-3-yl]propanamide